FC1=CC(=C(C=C1C1=CC=NN1)O)C1=NC=C(N=C1)N(C)[C@@H]1[C@@H]([C@]2(CC[C@@](C1)(N2)C)C)F 4-fluoro-2-(5-{[(1R,2S,3S,5S)-2-fluoro-1,5-dimethyl-8-azabicyclo[3.2.1]octan-3-yl](methyl)amino}pyrazin-2-yl)-5-(1H-pyrazol-5-yl)phenol